(diphenylmethylene)benzamide C1(=CC=CC=C1)C(C1=CC=CC=C1)=NC(C1=CC=CC=C1)=O